5-((2-azaspiro[3.3]heptan-6-yl)methoxy)-2-((3,4-dihydroisoquinolin-2(1H)-yl)methyl)-4H-pyran-4-one C1NCC12CC(C2)COC=2C(C=C(OC2)CN2CC1=CC=CC=C1CC2)=O